3-(2-isopropylphenyl)piperazin-2-one tert-butyl-(3R)-3-[4-(2,6-dibenzyloxy-3-pyridyl)-2,3-dihydro-1,4-benzoxazin-8-yl]piperidine-1-carboxylate C(C)(C)(C)OC(=O)N1C[C@H](CCC1)C1=CC=CC=2N(CCOC21)C=2C(=NC(=CC2)OCC2=CC=CC=C2)OCC2=CC=CC=C2.C(C)(C)C2=C(C=CC=C2)C2C(NCCN2)=O